BrC=1C=C(C=CC1)C(C(=O)OCC)(F)F ethyl 2-(3-bromophenyl)-2,2-difluoro-acetate